4-[2-(1-phenyl-1H-pyrazol-4-yl)-1,3-thiazole-4-carbonyl]piperazin-2-one C1(=CC=CC=C1)N1N=CC(=C1)C=1SC=C(N1)C(=O)N1CC(NCC1)=O